6-(4-Tolyl)-1,4-benzoxazinoimidazole C1(=CC=C(C=C1)C1=CC2=C(N=C3C(=NC=N3)O2)C=C1)C